3-α-hydroxyisopropylphenyl 4-α-hydroxyisopropylbenzoate OC(C)(C)C1=CC=C(C(=O)OC2=CC(=CC=C2)C(C)(C)O)C=C1